BrC=1C=C2C(=NC1)C(CN2C2CC(C2)=O)(C)C 3-(6-Bromo-3,3-dimethyl-2,3-dihydro-1H-pyrrolo[3,2-b]pyridin-1-yl)cyclobutan-1-one